[4-(5-bromo-3,4-dihydro-2H-quinolin-1-yl)pyrido[3,2-d]pyrimidin-2-yl]hydrazine BrC1=C2CCCN(C2=CC=C1)C=1C2=C(N=C(N1)NN)C=CC=N2